COCCOCC1=CC=C(C=C1)C1=CC=C(C=C1)C1(CC1)NC(=O)NC1(CN2CCC1CC2)C 1-(4'-((2-Methoxyethoxy)methyl)-[1,1'-biphenyl-4-yl]cyclopropyl)-3-(3-methylquinuclidin-3-yl)urea